Oxaazacyclohendecene N1=COCCCCCCCC1